N,N'-bis(2-mercaptoethyl)isophthalamide potassium D-ascorbate O=C1C(O)=C([O-])[C@@H](O1)[C@H](O)CO.[K+].SCCNC(C1=CC(C(=O)NCCS)=CC=C1)=O